N1CCC(CC1)CN1CCN(CCC1)C1=NC=CC(=C1)N1C(CCCC1=O)=O (2-(4-(piperidin-4-ylmethyl)-1,4-diazepan-1-yl)pyridin-4-yl)piperidine-2,6-dione